C(C)NC(CC)CC ethyl-(pent-3-yl)amine